Tri(hydroxymethyl)aminomethane C(C(CO)(CO)N)O